1-(indol-1-ylmethyl)cyclopropanol N1(C=CC2=CC=CC=C12)CC1(CC1)O